C(C)O[Si](CCCN1C=NCC1)(OCC)OCC 1-(3-triethoxysilylpropyl)-2-imidazoline